C1(=CC=CC2=C(C=CC=C12)COC1=C(C2=CC=CC=C2C=C1)C1=C(C=CC2=CC=CC=C12)OCCO)COC1=C(C2=CC=CC=C2C=C1)C1=C(C=CC2=CC=CC=C12)OCCO 2,2'-[Naphthalene-1,5-diylbis(methyleneoxy[1,1'-binaphthyl]-2',2-diyloxy)]di(ethan-1-ol)